FC(S(=O)(=O)OC1=C(C=C(C=C1)C(C)C)C1=C(C=CC2=CC=CC=C12)N(C)C)(F)F 2-(2-(Dimethylamino)naphthalen-1-yl)-4-isopropylphenyl trifluoromethanesulfonate